7-(5-(6-(4-methylpiperazin-1-yl)pyridin-3-yl)-1H-pyrrolo[2,3-b]pyridin-3-yl)spiro[chromane-2,4'-piperidin]-4-one CN1CCN(CC1)C1=CC=C(C=N1)C=1C=C2C(=NC1)NC=C2C2=CC=C1C(CC3(CCNCC3)OC1=C2)=O